Rac-[2-{2-[(2-chloro-6-fluorophenyl)carbamoyl]-4-fluoro-5-(3-oxo-5,6,7,8-tetrahydro[1,2,4]triazolo[4,3-a]pyridin-2(3H)-yl)phenoxy}propyl]carbamic acid tert-butyl ester C(C)(C)(C)OC(NC[C@@H](C)OC1=C(C=C(C(=C1)N1N=C2N(CCCC2)C1=O)F)C(NC1=C(C=CC=C1F)Cl)=O)=O |r|